tert-butyl 5-methoxy-2,3-dihydro-1H-pyrrolo[3,2-b]pyridine-1-carboxylate COC1=CC=C2C(=N1)CCN2C(=O)OC(C)(C)C